(R)-1-(1-(2-((2-chloro-4-fluoro-phenyl)amino)-5-methylpyrimidin-4-yl)-1H-pyrazol-4-yl)-3-(1-(3-chloro-phenyl)-2-hydroxy-ethyl)urea ClC1=C(C=CC(=C1)F)NC1=NC=C(C(=N1)N1N=CC(=C1)NC(=O)N[C@@H](CO)C1=CC(=CC=C1)Cl)C